(R)-4-(4-fluorophenyl)-N-(pyrrolidin-2-ylmethyl)-3,4-dihydroquinoxaline-1(2H)-carboxamide FC1=CC=C(C=C1)N1CCN(C2=CC=CC=C12)C(=O)NC[C@@H]1NCCC1